1-(tert-butyl) 7-methyl (E)-3-methylhept-2-enedioate C\C(=C/C(=O)OC(C)(C)C)\CCCC(=O)OC